2-(((3S,4S)-4-(difluoromethyl)-1,3-dimethylpiperidin-3-yl)methoxy)-6,8-difluoro-7-((Ra)-7-fluoro-8-((triisopropylsilyl)ethynyl)-3-((triisopropylsilyl)oxy)naphthalen-1-yl)quinazoline FC([C@@H]1[C@](CN(CC1)C)(C)COC1=NC2=C(C(=C(C=C2C=N1)F)C1=CC(=CC2=CC=C(C(=C12)C#C[Si](C(C)C)(C(C)C)C(C)C)F)O[Si](C(C)C)(C(C)C)C(C)C)F)F